CC(C(CC)O)CCC 4-methyl-3-heptanol